FC=1C=C(C=C(C1)CO[C@@H](C(F)(F)F)C)C1=CC(=NN1C1=CC=CC=C1)NC(=O)[C@@H]1CNC(C1)=O (S)-5-oxopyrrolidine-3-carboxylic acid {5-[3-fluoro-5-((R)-2,2,2-trifluoro-1-methylethoxymethyl)phenyl]-1-phenyl-1H-pyrazol-3-yl}amide